N-chloro-O-methyl-isourea hydrochloride Cl.ClNC(OC)=N